(3R)-1-(7-(5-cyclopropyl-6-methyl-1H-indazol-4-yl)-2-((1-((dimethylamino)methyl)cyclopropyl)methoxy)-8-fluoropyrido[4,3-d]pyrimidin-4-yl)-3-methylpiperidin-3-ol C1(CC1)C=1C(=C2C=NNC2=CC1C)C1=C(C=2N=C(N=C(C2C=N1)N1C[C@@](CCC1)(O)C)OCC1(CC1)CN(C)C)F